3-(4-(Benzothiazol-7-yl)phenyl)-N-(2-ethynylthiazol-4-yl)propenamide S1C=NC2=C1C(=CC=C2)C2=CC=C(C=C2)C=CC(=O)NC=2N=C(SC2)C#C